C1(=CC=CC=C1)C=1[C@@H]2C=C([C@H](C1)CC2)C2=CC=CC=C2 (1S,4S)-2,5-diphenyl-bicyclo[2.2.2]oct-2,5-diene